(2-(1-(6-bromopyrrolo[2,1-f][1,2,4]triazin-4-yl)-1,2,3,6-tetrahydropyridin-4-yl)pyrimidin-5-yl)(2,6-difluorophenyl)methanone BrC=1C=C2C(=NC=NN2C1)N1CCC(=CC1)C1=NC=C(C=N1)C(=O)C1=C(C=CC=C1F)F